1,2,5,6,8,11-hexabromo-N,N'-bis(undecyl)perylene-3,4,9,10-tetracarboxylic acid diimine BrC1=C(C(=C2C(=C(C(=C3C4=CC(=C(C=5C(=C(C=C(C1=C23)C45)Br)C(=O)O)C(=O)O)Br)Br)Br)C(O)=NCCCCCCCCCCC)C(O)=NCCCCCCCCCCC)Br